2-(Benzyloxy)-4-((S)-2-((S)-2-((tert-butoxycarbonyl)amino)-3-methylbutanamido)propanamido)benzoic acid C(C1=CC=CC=C1)OC1=C(C(=O)O)C=CC(=C1)NC([C@H](C)NC([C@H](C(C)C)NC(=O)OC(C)(C)C)=O)=O